C(C)(C)(C)OC(=O)N1C[C@@H](CCC1)N(C(=O)C1=C(C=C(C=C1)N1N=NC=2C1=NC(=CC2)C(=O)OC)F)C2=NC=CC1=CC=CC(=C21)C methyl (R)-3-(4-((1-(tert-butoxycarbonyl)piperidin-3-yl)(8-methylisoquinolin-1-yl)carbamoyl)-3-fluorophenyl)-3H-[1,2,3]triazolo[4,5-b]pyridine-5-carboxylate